O=C1NC(CC[C@@H]1N1C(C2=CC=C(C=C2C1=O)OC1CC(C1)NC(=O)C1=NC=C(C=C1)N1CCN(CC1)CC=1C=NC=2C=C(C(NC2C1)=O)CC)=O)=O N-((1s,3s)-3-((2-(2,6-dioxopiperidin-3-yl)-1,3-dioxoisoindolin-5-yl)oxy)cyclobutyl)-5-(4-((7-ethyl-6-oxo-5,6-dihydro-1,5-naphthyridin-3-yl)methyl)piperazin-1-yl)pyridine-2-carboxamide